vinylphenyl-methane C(=C)CC1=CC=CC=C1